O[C@@H](CC(CCC[C@H](N)C(=O)O)NC[C@@H]([C@H]([C@@H]([C@@H](CO)O)O)O)O)[C@H]([C@@H]([C@@H](CO)O)O)O 6,N6-bis((2S,3R,4R,5R)-2,3,4,5,6-pentahydroxyhexyl)-L-lysine